F[B-](F)(F)F.FC1=C(C(=C(C(=C1F)F)F)F)[N+]=1N=C2N(C1)CCC2 2-(perfluorophenyl)-6,7-dihydro-5H-pyrrolo[2,1-c][1,2,4]triazol-2-ium tetrafluoroborate